4-(methoxycarbonyl)phenylboronic acid COC(=O)C1=CC=C(C=C1)B(O)O